5-bromo-7-isopropyl-1H-indole BrC=1C=C2C=CNC2=C(C1)C(C)C